5-(4-(1H-pyrrolo[2,3-c]pyridin-3-yl)piperidin-1-yl)-2-morpholinobenzo[d]oxazole N1C=C(C=2C1=CN=CC2)C2CCN(CC2)C=2C=CC1=C(N=C(O1)N1CCOCC1)C2